(4-Aminophenyl)(7-methyl-6-(quinolin-3-yl)imidazo[1,2-a]pyridin-3-yl)methanone NC1=CC=C(C=C1)C(=O)C1=CN=C2N1C=C(C(=C2)C)C=2C=NC1=CC=CC=C1C2